4-(Dimethylamino)cinnamic acid CN(C1=CC=C(C=CC(=O)O)C=C1)C